C(C)(C)(C)OC(=O)N1CC(CC1)N1N=CC(=C1)CCC1=NC=2NCCCC2C=C1 3-(4-(2-(5,6,7,8-tetrahydro-1,8-naphthyridin-2-yl)ethyl)-1H-pyrazol-1-yl)pyrrolidine-1-carboxylic acid tert-butyl ester